NCCC#CC1=CC2=C(N(C(N2C)=O)C2C(NC(CC2)=O)=O)C=C1 3-(5-(4-aminobut-1-yn-1-yl)-3-methyl-2-oxo-2,3-dihydro-1H-benzo[d]imidazol-1-yl)piperidine-2,6-dione